N-[2-(dimethylamino)ethyl]acridine-4-carboxamide CN(CCNC(=O)C1=CC=CC2=CC3=CC=CC=C3N=C12)C